4-amino-1-(4-chlorophenyl)-2-oxo-7-(trifluoromethyl)-1,2-dihydro-1,8-naphthyridine NC1=CC(N(C2=NC(=CC=C12)C(F)(F)F)C1=CC=C(C=C1)Cl)=O